3,4-dimethoxyphenyl-N'-hydroxybutanimidamide COC=1C=C(C=CC1OC)C(C(N)=NO)CC